COC(=O)C1=CC=CC=C1C2=C3C=CC(=[NH2+])C=C3OC4=C2C=CC(=C4)N.[Cl-] The molecule is an organic chloride salt and a xanthene dye. It has a role as a fluorochrome. It contains a rhodamine 123(1+).